FC(C(=O)O)(F)F.CC=1N=C(NC1C)C1=NC=CC(=C1)C=1CN(CCC1)C(C)=O 1-(3-(2-(4,5-Dimethyl-1H-imidazol-2-yl)pyridin-4-yl)-5,6-dihydropyridin-1(2H)-yl)ethanone trifluoroacetate salt